2-cyano-N,N-dimethyl-3-(5-(1-(tetrahydro-2H-pyran-4-yl)-1,6-dihydroimidazo[4,5-d]pyrrolo[2,3-b]pyridin-2-yl)furan-2-yl)propanamide C(#N)C(C(=O)N(C)C)CC=1OC(=CC1)C1=NC=2C(=C3C(=NC2)NC=C3)N1C1CCOCC1